3-chloro-4-(1-(1-(2,2,2-trifluoroethyl)-1H-pyrazol-3-yl)ethyl)pyridine ClC=1C=NC=CC1C(C)C1=NN(C=C1)CC(F)(F)F